diethylaminopropyl-methacrylamide C(C)N(CC)CCCC=C(C(=O)N)C